CN(C(=O)N1C[C@@H](CC1)NC(=O)[C@@H]1CC[C@H]2N1C([C@H](CCCC2)NC(=O)C2=CC1=C(S2)C=CC(=C1)C(F)P(O)(O)=O)=O)C ((2-(((3S,6S,10aS)-3-(((R)-1-(dimethylcarbamoyl)pyrrolidin-3-yl)carbamoyl)-5-oxodecahydro-pyrrolo[1,2-a]azocin-6-yl)carbamoyl)benzo[b]thiophen-5-yl)fluoromethyl)phosphonic acid